tert-butyl 6-chloro-4-oxo-3,4-dihydroquinoline-1(2H)-carboxylate ClC=1C=C2C(CCN(C2=CC1)C(=O)OC(C)(C)C)=O